ClC1=CC(=CC=2N=C(OC21)C=2C(=C(C=CC2)C2=C(C(=CC=C2)SC2=NC=CC(=C2)C2CCN(CC2)C)Cl)C)C=O 7-chloro-2-(2'-chloro-2-methyl-3'-((4-(1-methylpiperidin-4-yl)pyridin-2-yl)thio)-[1,1'-biphenyl]-3-yl)benzo[d]oxazole-5-carbaldehyde